OC[C@]1(CC=CC2=CC=CC=C12)C1=CC=C(C=C1)O (R)-1-(Hydroxymethyl)-1-(4-hydroxyphenyl)-1,2-dihydronaphthalene